N-(4-(1-(3-fluorophenyl)ethoxy)phenyl)-3,4-dihydro-2H-[1,4]oxazino[2,3-f]quinazolin-10-amine FC=1C=C(C=CC1)C(C)OC1=CC=C(C=C1)NC1=NC=NC2=CC=C3C(=C12)OCCN3